C1(CCCCC1)OC=1C=CC(=NC1)NC=1OC(=NN1)C1=NC=C(C=C1)OC N-(5-(cyclohexyl-oxy)pyridin-2-yl)-5-(5-methoxypyridin-2-yl)-1,3,4-oxadiazol-2-amine